N-(3-hydroxy-2,3-dihydro-1H-inden-4-yl)acrylamide OC1CCC2=CC=CC(=C12)NC(C=C)=O